(E,E)-Heptadien-1-al C(\C=C\C=C\CC)=O